3,6-dichloro-N-(tricyclo[3.3.1.13,7]decan-1-yl)pyridazine-4-carboxamide ClC=1N=NC(=CC1C(=O)NC12CC3CC(CC(C1)C3)C2)Cl